FC=C1CC2(CCCN2C1)CO (2-(Fluoromethylene)tetrahydro-1H-pyrrolizin-7a(5H)-yl)methanol